NC1CN(CC(C1)F)C1C(CC(C1)C1=CC=C(C=C1)F)OC1=C(N=NC=C1)C#N [2-(3-amino-5-fluoro-1-piperidinyl)-4-(4-fluorophenyl)cyclopentyloxy]pyridazine-3-carbonitrile